N[C@@H](C(=O)N[C@H](C)C1=CC2=C(OCO2)C=C1)CO (2R)-2-amino-N-[(1R)-1-(2H-1,3-benzodioxol-5-yl)ethyl]-3-hydroxypropanamide